2-((1s,6s)-6-aminocyclohex-3-en-1-yl)-5-chloro-3-(pyridin-3-ylethynyl)-N-(thiophen-2-ylmethyl)thieno[3,2-b]pyridin-7-amine trifluoroacetate FC(C(=O)O)(F)F.N[C@H]1CC=CC[C@@H]1C1=C(C2=NC(=CC(=C2S1)NCC=1SC=CC1)Cl)C#CC=1C=NC=CC1